FC=1C=C(C=CC1C=1N=C2SCCCN2C(C1C#N)=O)C1=CC=C(C=C1)C(C)C 8-[3-fluoro-4'-(propan-2-yl)-[1,1'-biphenyl]-4-yl]-6-oxo-2H,3H,4H,6H-pyrimido[2,1-b][1,3]thiazine-7-carbonitrile